tin (II) stearate C(CCCCCCCCCCCCCCCCC)(=O)[O-].[Sn+2].C(CCCCCCCCCCCCCCCCC)(=O)[O-]